ClC1=CC=C(C(=N1)C1=CC=NS1)N[C@H](C)C1=CC(=CC=2C=C3OCC4COCCN4C3=CC12)F 6-chloro-N-[(1R)-1-(14-fluoro-5,9-dioxa-2-azatetracyclo[8.8.0.02,7.012,17]octadeca-1(18),10,12(17),13,15-pentaen-16-yl)ethyl]-2-isothiazol-5-yl-pyridin-3-amine